4-{1-[(4-methoxyphenyl)methyl]-4-methyl-1H-1,2,3-triazol-5-yl}aniline COC1=CC=C(C=C1)CN1N=NC(=C1C1=CC=C(N)C=C1)C